ClC=1N=C(C2=C(N1)N(C=C2)[C@@H]2O[C@@H]([C@@H]1[C@H]2OC(O1)(C)C)COCP(OCC)(OCC)=O)Cl diethyl ((((3aR,4R,6R,6aR)-6-(2,4-dichloro-7H-pyrrolo[2,3-d]pyrimidin-7-yl)-2,2-dimethyltetrahydrofuro[3,4-d][1,3]dioxol-4-yl)methoxy)methyl)phosphonate